(3E,4S)-3-[2-(dimethylamino)ethylidene]-4-methyl-1-[4-({4-[(1-methyl-1,2,3-benzotriazol-5-yl)oxy]phenyl}amino)pyrido[3,4-d]pyrimidin-6-yl]pyrrolidin-2-one CN(C\C=C/1\C(N(C[C@H]1C)C1=CC2=C(N=CN=C2NC2=CC=C(C=C2)OC2=CC3=C(N(N=N3)C)C=C2)C=N1)=O)C